2-(4-(bromomethyl)-2-fluorophenyl)-1-isopropyl-4-(trifluoromethyl)-1H-imidazole BrCC1=CC(=C(C=C1)C=1N(C=C(N1)C(F)(F)F)C(C)C)F